bis-[4-(2-hydroxypropoxy) phenyl] sulfide OC(COC1=CC=C(C=C1)SC1=CC=C(C=C1)OCC(C)O)C